C1(CCCC1)CN1N=C2N(C1=O)[C@@H](CC2)C2=CC=CC=C2 (S)-2-(cyclopentylmethyl)-5-phenyl-2,5,6,7-tetrahydro-3H-pyrrolo[2,1-c][1,2,4]triazol-3-one